COCCOCCS(=O)(=O)CC1=CC=C(C=C1)NC=1N=CC2=C(N1)CN(CC2)C(=O)OC(C)(C)C tert-butyl 2-[(4-{[2-(2-methoxyethoxy) ethanesulfonyl] methyl} phenyl) amino]-5H,6H,7H,8H-pyrido[3,4-d]pyrimidine-7-carboxylate